Ethyl 3-{2-chloro-4-fluoro-5-[3-methyl-2,6-dioxo-4-(trifluoromethyl)-3,6-dihydropyrimidin-1(2H)-yl]phenyl}-3a,4,5,6-tetrahydro-6aH-cyclopenta[d][1,2]oxazol-6a-carboxylat ClC1=C(C=C(C(=C1)F)N1C(N(C(=CC1=O)C(F)(F)F)C)=O)C1=NOC2(C1CCC2)C(=O)OCC